N-[3-(4-amino-7-methyl-7H-pyrrolo[2,3-d]pyrimidin-5-yl)-2-fluoro-phenyl]-4-bromo-benzenesulfonamide NC=1C2=C(N=CN1)N(C=C2C=2C(=C(C=CC2)NS(=O)(=O)C2=CC=C(C=C2)Br)F)C